isopropyl (S)-2-((S)-2-butyramido-3-(1H-indol-3-yl)propanamido)-6-diazo-5-oxohexanoate C(CCC)(=O)N[C@H](C(=O)N[C@H](C(=O)OC(C)C)CCC(C=[N+]=[N-])=O)CC1=CNC2=CC=CC=C12